2-chloro-1,3,4-thiadiazole-5-carboxamide ClC=1SC(=NN1)C(=O)N